C(#N)C1=CC=C(C=C1)N1CC2CCC(C1)N2C=2N=C1N(C(C2C)=O)C=C(C=C1[C@@H](C)NC1=C(C(=O)O)C=CC=C1)C 2-(((1R)-1-(2-(3-(4-cyanophenyl)-3,8-diazabicyclo[3.2.1]octan-8-yl)-3,7-dimethyl-4-oxo-4H-pyrido[1,2-a]pyrimidin-9-yl)ethyl)amino)benzoic acid